2-{3'-phenyl-5'-(dibenzothiophene-4-yl)-1,1'-biphenyl-3-yl}-4,6-diphenyl-1,3,5-triazine C1(=CC=CC=C1)C=1C=C(C=C(C1)C1=CC=CC2=C1SC1=C2C=CC=C1)C1=CC(=CC=C1)C1=NC(=NC(=N1)C1=CC=CC=C1)C1=CC=CC=C1